C[Si](C#CCCCCCCCCCCCCCCSCCCO)(C)C 3-((16-(trimethylsilyl)hexadec-15-yn-1-yl)thio)propan-1-ol